COC1=C(CNCCC2=CC(=C(C(=C2)OC)OCC)OC)C=CC=C1 N-(2-methoxybenzyl)-1-(3,5-dimethoxy-4-ethoxyphenyl)-2-aminoethane